ClC1=CC(=C2C=CC=NC2=C1N)C 7-chloro-5-methylquinolin-8-amine